3-(4-hydroxy-7-((2-methoxyethoxy)methoxy)spiro[chromane-2,3'-oxetan]-6-yl)-7-((2-methoxyethoxy)methoxy)chromane-4-one OC1CC2(COC2)OC2=CC(=C(C=C12)C1COC2=CC(=CC=C2C1=O)OCOCCOC)OCOCCOC